(7S)-7-[2-(benzyloxy)ethyl]-2-bromo-6,7-dihydropyrazolo[1,5-a]pyrazin-4(5H)-one C(C1=CC=CC=C1)OCC[C@H]1CNC(C=2N1N=C(C2)Br)=O